5-methyl-3-(2-methylenefuranyl)-4-hydroxy-6-phenyl-1,3-thiazine-2-thione CC=1C(N(C(SC1C1=CC=CC=C1)=S)C1C(OC=C1)=C)O